methyl-((3-(2-bromo-pyridin-4-yl)-1H-pyrazol-1-yl) methyl) benzoate C(C1=CC=CC=C1)(=O)OC(N1N=C(C=C1)C1=CC(=NC=C1)Br)C